FC1=CC=C(C=2NC(=NC21)C2=NON=C2C)F 3-(4,7-difluoro-1H-benzimidazol-2-yl)-4-methyl-1,2,5-oxadiazole